L-α-aminobutyric acid N[C@H](C(=O)O)CC